C(C\C=C\C)[Mg]Br (E)-pent-3-en-1-yl-magnesium bromide